spermidine dicaprate OC(=O)CCCCCCCCC.OC(=O)CCCCCCCCC.NCCCCNCCCN